N-(5-amino-2-((2-(dimethylamino)ethyl)(methyl)amino)-4-methoxyphenyl)-2-fluoroacrylamide trifluoroacetic acid salt FC(C(=O)O)(F)F.NC=1C(=CC(=C(C1)NC(C(=C)F)=O)N(C)CCN(C)C)OC